(R)-N-(4,4-difluoropiperidin-3-yl)-8-(2-(2,2,2-trifluoroethoxy)phenyl)imidazo[1,2-a]pyridine-2-carboxamide FC1([C@@H](CNCC1)NC(=O)C=1N=C2N(C=CC=C2C2=C(C=CC=C2)OCC(F)(F)F)C1)F